dihydro-cyclopenta[b]thiophen-4-one S1C2=C(CC1)C(C=C2)=O